NC1=CC=C(C=C1)C1=CC2=C(N(C(N2C)=O)C=2C(=NC(=CC2)OCC2=CC=CC=C2)OCC2=CC=CC=C2)C=C1 5-(4-aminophenyl)-1-(2,6-bis(benzyloxy)pyridin-3-yl)-3-methyl-1H-benzo[d]imidazol-2(3H)-one